N,N-dimethylaminopropyl-acryl-amide CNN(C(C(=C)CCC)=O)NC